O[N]ON1C(CCCC1(C)C)(C)C hydroxy-2,2,6,6-tetramethyl-piperidinyloxynitrogen